S1C=NC=C1CC#N 2-(Thiazol-5-yl)acetonitrile